CS(=O)(=O)N1CCC(CC1)C(=O)NC methanesulfonyl-N-methylpiperidine-4-carboxamide